Methyl-6'-bromo-2'-methyl-spiro[cyclopropane-1,1'-isoindoline]-3'-one CC1=C2C(N(C3(C2=CC(=C1)Br)CC3)C)=O